8-isopropenyl-2-trifluoromethyl-2H-benzopyran-3-carboxylate C(=C)(C)C1=CC=CC=2C=C(C(OC21)C(F)(F)F)C(=O)[O-]